CN1C=C(C=2C(N(C=C(C21)C)C)=O)C(=O)NC(C)(C)C2=CC=CC=C2 1,5,7-trimethyl-4-oxo-N-(2-phenylpropan-2-yl)-4,5-dihydro-1H-pyrrolo[3,2-c]pyridine-3-carboxamide